FC1(CCN(CC1)C1=CC(=CC2=C1N=CO2)N)F 4-(4,4-difluoropiperidin-1-yl)benzo[d]oxazol-6-amine